C(C)(C)(C)OC(=O)N1OCC[C@@H]1C=1C=NC=C(C1)C#N (3R)-3-(5-cyano-3-pyridinyl)isoxazolidine-2-carboxylic acid tert-butyl ester